2-(3-fluoro-4-piperazin-1-yl-phenoxy)-2-methyl-propionic acid methyl ester COC(C(C)(C)OC1=CC(=C(C=C1)N1CCNCC1)F)=O